4,4,5,5-tetramethyl-2-(2-methylcyclohex-1-en-1-yl)-1,3,2-dioxaborolane CC1(OB(OC1(C)C)C1=C(CCCC1)C)C